tetramethyl-tetra(behenyl)cyclotetrasiloxane C[Si]1(O[Si](O[Si](O[Si](O1)(CCCCCCCCCCCCCCCCCCCCCC)C)(CCCCCCCCCCCCCCCCCCCCCC)C)(CCCCCCCCCCCCCCCCCCCCCC)C)CCCCCCCCCCCCCCCCCCCCCC